ClC1=C(C=C(C=C1OC)OC)N1N=C(C(C(=C1C1=C(C=C(C=C1)F)F)C)=O)CO 1-(2-chloro-3,5-dimethoxyphenyl)-6-(2,4-difluorophenyl)-3-(hydroxymethyl)-5-methyl-4(1H)-pyridazinone